N[C@@H](C(C)C)C(=O)O[C@@]1(C(OCC=2C(N3CC=4C(=NC=5C=C(C(=C6C5C4[C@H](CC6)NC(=O)OCC6=CC=CC=C6)C)F)C3=CC21)=O)=O)CC (1S,9S)-1-{[(benzyloxy)carbonyl] amino}-9-ethyl-5-fluoro-4-methyl-10,13-dioxo-2,3,9,10,13,15-hexahydro-1H,12H-benzo[de]pyrano[3',4':6,7]indolizino[1,2-b]quinolin-9-yl L-valinate